ClC1=C(C=CC=C1C)C=1C(N(C=CC1)C)=O (2-chloro-3-methylphenyl)-1-methylpyridin-2(1H)-one